2-((6-((4-Chloro-2-fluorobenzyl)oxy)-2'-oxo-[2,4'-bipyridin]-1'(2'H)-yl)methyl)-1-(oxetan-2-ylmethyl)-1H-benzo[d]imidazol ClC1=CC(=C(COC2=CC=CC(=N2)C2=CC(N(C=C2)CC2=NC3=C(N2CC2OCC2)C=CC=C3)=O)C=C1)F